9-ethyl-9H-carbazol C(C)N1C2=CC=CC=C2C=2C=CC=CC12